FC=1C(=NC=CC1)C1(CCC1)CNC1=NC=C(C=N1)C=1SC(=CN1)C#N 2-[2-({[(3-fluoro-2-pyridyl)cyclobutyl]methyl}amino)pyrimidin-5-yl]-1,3-thiazole-5-carbonitrile